CNC(OC1CCC(CC1)C(N(C1=NC=CC(=C1)C=1C=NN(C1)C(C)C)CC1CCC(CC1)C1=CC(=C(C=C1)OC)C#N)=O)=O 4-(((4-(3-Cyano-4-methoxyphenyl)cyclohexyl)methyl)(4-(1-isopropyl-1H-pyrazol-4-yl)pyridin-2-yl)carbamoyl)cyclohexyl methylcarbamate